N-((1S,2R)-2-((4-bromo-2-(methylcarbamoyl)-6-nitrophenyl)amino)cyclohexyl)-5-methoxy-2-oxo-1,2-dihydroquinoline-4-carboxamide BrC1=CC(=C(C(=C1)[N+](=O)[O-])N[C@H]1[C@H](CCCC1)NC(=O)C1=CC(NC2=CC=CC(=C12)OC)=O)C(NC)=O